methyl 2-((4-chloro-2-methylphenyl)-amino)-5-(trifluoro-methyl)nicotinate ClC1=CC(=C(C=C1)NC1=C(C(=O)OC)C=C(C=N1)C(F)(F)F)C